benzyl 1-(benzyloxycarbonylsulfamoyl)-3-[4-(dimethylcarbamoyl)phenyl]pyrrole-2-carboxylate C(C1=CC=CC=C1)OC(=O)NS(=O)(=O)N1C(=C(C=C1)C1=CC=C(C=C1)C(N(C)C)=O)C(=O)OCC1=CC=CC=C1